N(C(=O)N)C(CCO)O ureido-1,3-propanediol